N(C(=S)N)N=CC1=C(C=C(C=C1)C1=C(C=C(C=C1)N1C(O[C@H](C1)CNC(C)=O)=O)F)C (S)-N-({3-[4'-(thioureidoiminomethyl)-2-fluoro-3'-methyl-1,1'-biphenyl-4-yl]-2-oxo-1,3-oxazolidin-5-yl}methyl)acetamide